C1(=CC=CC=C1)C1C(C(C2=CC=CC=C2)(C2=CC=CC=C2)OC(C2(C(O2)C2=CC=CC=C2)C2=CC=CC=C2)(C2=CC=CC=C2)C2=CC=CC=C2)(O1)C1=CC=CC=C1 tetraphenylglycidylether